FC=1C=C2C(=CNC2=CC1)CC(=O)O 5-fluoroindole-3-acetic acid